CCC(CC)OC(C(=O)O)(CCCCCCC(CCCCCCCC(=O)O)NCC1COCC1)OC(CC)CC bis(3-pentyloxy)9-(((tetrahydrofuran-3-yl)methyl)amino)heptadecanedioic acid